2,6-bis(benzyloxy)-3-(2-methyl-4'-((1-methyl-1H-pyrazol-3-yl)methoxy)-[1,1'-biphenyl]-3-yl)pyridine C(C1=CC=CC=C1)OC1=NC(=CC=C1C=1C(=C(C=CC1)C1=CC=C(C=C1)OCC1=NN(C=C1)C)C)OCC1=CC=CC=C1